C(C)(CC)N(C(C)CC)C(C1=CC=CC=C1)C1=CC=CC=C1 di-sec-butylaminodiphenyl-methane